1,3-dimethyl-4-(4,4,5,5-tetramethyl-1,3,2-dioxaborolan-2-yl)pyridin-2(1H)-one CN1C(C(=C(C=C1)B1OC(C(O1)(C)C)(C)C)C)=O